O=C1C=C(OC2=CC(=CC=C12)C(F)(F)F)C(=O)O 4-oxo-7-(trifluoromethyl)-4H-chromene-2-carboxylic acid